O=C1OCC(=NN1)C1=CC(=C(NCCCC#N)C=C1)C(F)(F)F 4-[4-(2-oxo-3,6-dihydro-2H-1,3,4-oxadiazin-5-yl)-2-(trifluoromethyl)anilino]butanenitrile